6,7-dichloro-1-(2,4-dimethyl-3-pentanyl)-4-(4-(2-propenoyl)-1-piperazinyl)pyrido[2,3-d]pyrimidin-2(1H)-one ClC1=CC2=C(N(C(N=C2N2CCN(CC2)C(C=C)=O)=O)C(C(C)C)C(C)C)N=C1Cl